FC1(OC2=C(O1)C=CC(=C2)C(NC(=O)C21CCC(CC2)(CC1)NC1=C2C(N(C(C2=CC=C1)=O)C1C(NC(CC1)=O)=O)=O)C1=CC(=C2C=CC=NC2=C1O)C)F N-((2,2-difluoro-benzo[d][1,3]dioxol-5-yl)(8-hydroxy-5-methylquinolin-7-yl)methyl)-4-((2-(2,6-dioxopiperidin-3-yl)-1,3-dioxoisoindolin-4-yl)amino)-bicyclo[2.2.2]octane-1-carboxamide